C(CC)NC(=CC(CC)=O)CC 5-(propylamino)-4-hepten-3-one